2-(1-((3S,4S)-3-Fluoro-1-(oxetan-3-yl)piperidin-4-yl)-1H-pyrazol-4-yl)-8-methyl-7-((2-methyl-1H-benzo[d]imidazol-6-yl)oxy)quinoxaline F[C@H]1CN(CC[C@@H]1N1N=CC(=C1)C1=NC2=C(C(=CC=C2N=C1)OC=1C=CC2=C(NC(=N2)C)C1)C)C1COC1